5-bromo-2-(isobutyryloxy)-3-((1-(4-(isobutyryloxy)phenyl)-4-methoxy-3-oxobutan-2-ylimino)methyl)phenyl 3-methylbenzoate CC=1C=C(C(=O)OC2=C(C(=CC(=C2)Br)C=NC(CC2=CC=C(C=C2)OC(C(C)C)=O)C(COC)=O)OC(C(C)C)=O)C=CC1